(2R,3R,4R,5S)-2-methyl-1-(((R)-1-(2-(trifluoromethoxy)phenyl)pyrrolidin-3-yl)methyl)piperidine C[C@H]1N(CCCC1)C[C@@H]1CN(CC1)C1=C(C=CC=C1)OC(F)(F)F